FC1=C(C(=CC=C1)F)C1CN(CC1)C(=O)C=1C(NC(=C(C1O)C1=C(C=CC=C1OC)OC)COCC)=O 3-[3-(2,6-difluorophenyl)pyrrolidine-1-carbonyl]-5-(2,6-dimethoxyphenyl)-6-(ethoxymethyl)-4-hydroxy-1,2-dihydropyridin-2-one